3-(1H-pyrrol-1-yl)propyl methacrylate C(C(=C)C)(=O)OCCCN1C=CC=C1